C(C)(C)(C)OC(NC1=C(C=C(C=C1C)Br)C)=O (4-Bromo-2,6-xylyl)carbamic acid tert-butyl ester